2,4-dimethyl-5-hydroxypyrimidine methyl-5-(1-chloro-7-(cyclopropanecarboxamido)-2,6-naphthyridin-3-yl)-4-methylpicolinate COC(C1=NC=C(C(=C1)C)C=1N=C(C2=CC(=NC=C2C1)NC(=O)C1CC1)Cl)=O.CC1=NC=C(C(=N1)C)O